1-(5-methyl-5-(2-methylallyl)-3-phenyl-4,5-dihydro-1H-pyrazol-1-yl)-1-ethanone CC1(CC(=NN1C(C)=O)C1=CC=CC=C1)CC(=C)C